3-iodo-2-[2-(2-methyl-1,2,3-triazol-4-yl)pyrimidin-4-yl]-1H,5H,6H,7H-pyrrolo[3,2-c]Pyridin-4-one IC1=C(NC2=C1C(NCC2)=O)C2=NC(=NC=C2)C2=NN(N=C2)C